tris(isocyanatopropane-yl)benzene N(=C=O)CCCC=1C(=C(C=CC1)CCCN=C=O)CCCN=C=O